C(CCCCCCCCCCCCCCCCCCCCCCC)O n-tetracosanol